N-(cyanomethyl)-4-(2-((1-(1-(cyclopropanecarbonyl)piperidin-4-yl)-1H-pyrazol-4-yl)amino)-5-(trifluoromethyl)pyrimidin-4-yl)benzamide C(#N)CNC(C1=CC=C(C=C1)C1=NC(=NC=C1C(F)(F)F)NC=1C=NN(C1)C1CCN(CC1)C(=O)C1CC1)=O